5-(3,5-difluoro-4-(2-methoxyvinyl)phenyl)-3,4-dimethyl-1-propylpyridin-2(1H)-one FC=1C=C(C=C(C1C=COC)F)C=1C(=C(C(N(C1)CCC)=O)C)C